racemic-4-chloro-5-(((3-fluorotetrahydro-2H-pyran-3-yl)methyl)amino)pyridazin-3(2H)-one ClC=1C(NN=CC1NC[C@]1(COCCC1)F)=O |r|